NC1=NC=2N(C=C1)C=CN2 7-Aminoimidazo[1,2-A]pyrimidine